4-((1-methyl-1H-pyrazol-4-yl)methyl)-N-(1-methylcyclopropyl)-5-oxo-1-(pyrimidin-4-ylethynyl)-1,2,4,5-tetrahydroimidazo[1,2-a]quinazoline-7-sulfonamide CN1N=CC(=C1)CN1C=2N(C3=CC=C(C=C3C1=O)S(=O)(=O)NC1(CC1)C)C(CN2)C#CC2=NC=NC=C2